2-methoxy-3-methyl-5-(piperidin-3-yl)pyridine COC1=NC=C(C=C1C)C1CNCCC1